1-([1,1'-biphenyl]-4-yl) ethylcyclohexanecarboxylate C(C)C1(CCCCC1)C(=O)OC1=CC=C(C=C1)C1=CC=CC=C1